5-allyl-3-bromo-2-(hydroxymethyl)benzonitrile C(C=C)C=1C=C(C(=C(C#N)C1)CO)Br